(3-acryloxy-propyl)trimethoxysilane C(C=C)(=O)OCCC[Si](OC)(OC)OC